NC1=NC(=C2N=CN(C2=N1)[C@H]1C[C@H](C1)COP(=O)(OC1=CC=C(C=C1)Cl)N[C@@H](C)C(=O)OC)OC methyl (((cis-3-(2-amino-6-methoxy-9H-purin-9-yl) cyclobutyl)methoxy)(4-chlorophenoxy) phosphoryl)-L-alaninate